BrC1=CC=C(C=C1)N1CCN(CC1)CC1=CC=C(C=C1)CCl 1-(4-bromophenyl)-4-(4-(chloromethyl)benzyl)piperazine